NC1=CC(=NC(=C1)C1=C(C=C(C=C1)C(C)(C)C)O)Cl 4-amino-6-((4-tert-butyl)-2-hydroxyphenyl)-2-chloro-pyridine